OC1(CN(C1)C(=O)N1C[C@@H]2[C@@H](OCC(N2)=O)CC1)C1=NC=C(C=C1)OC1=CC=CC=C1 (4aR,8aS)-6-[3-hydroxy-3-(5-phenoxy-2-pyridinyl)azetidine-1-carbonyl]-4,4a,5,7,8,8a-hexahydropyrido[4,3-b][1,4]oxazin-3-one